CC([O-])CC.CC([O-])CC.CC([O-])CC.C(C)[Al](CC)CC triethylaluminum tri-sec-butoxide